1-((4-benzylpiperazin-1-yl)sulfonyl)-7-methyl-1H-pyrrolo[3,2-c]pyridin-4-ol C(C1=CC=CC=C1)N1CCN(CC1)S(=O)(=O)N1C=CC=2C(=NC=C(C21)C)O